Cl.N1C(CNCCC1)=O 1,4-diazepan-2-one hydrochloride